3-{2-[2-(trifluoromethoxy)ethoxy]-1,3-oxazol-5-yl}bicyclo[1.1.1]pentan-1-amine FC(OCCOC=1OC(=CN1)C12CC(C1)(C2)N)(F)F